O1CNC(N=CC=C1)=O [1,3,5]oxadiazocine-4(3H)-one